C(C)(C)(C)OC(=O)C1CCN(CC1)C1=NC=CC(=N1)C(=O)[O-] 2-(4-tert-butoxycarbonyl-1-piperidyl)pyrimidine-4-carboxylate